CC=1N=NN2C1C1=C(C(CC2)NC2=C(C=CC=C2)CC(=O)NC)C=C(C=C1)C=1CCN(CC1)C(=O)OC(C)(C)C tert-butyl 4-(1-methyl-7-((2-(2-(methylamino)-2-oxoethyl)phenyl)amino)-6,7-dihydro-5H-benzo[c][1,2,3]triazolo[1,5-a]azepin-9-yl)-3,6-dihydropyridine-1(2H)-carboxylate